C(#N)C=1C=CC(=C2C=CC=NC12)N1C[C@@]2(C[C@@]2(C1)C(F)(F)F)C1=NN=C(O1)C1CC2(CN(C2)C(=O)OC(C)(C)C)C1 tert-butyl 6-(5-((1S,5R)-3-(8-cyanoquinolin-5-yl)-5-(trifluoromethyl)-3-azabicyclo[3.1.0]hexan-1-yl)-1,3,4-oxadiazol-2-yl)-2-azaspiro[3.3]heptane-2-carboxylate